6'-(((1S,3S)-3-((1-Methyl-1H-pyrazolo[3,4-b]pyrazin-6-yl)amino)cyclopentyl)amino)-2H-[1,3'-bipyridin]-2-one CN1N=CC=2C1=NC(=CN2)N[C@@H]2C[C@H](CC2)NC2=CC=C(C=N2)N2C(C=CC=C2)=O